N1C(NC2=C1C=CC=C2)=O 1H-benzo[d]imidazole-2(3H)-one